4-acetylamino-4-isocyanothiostilbene-2,2'-disulfonic acid C(C)(=O)NC1(CC(=C(C=C1)C=CC=1C(=CC=CC1)S(=O)(=O)O)S(=O)(=S)O)[N+]#[C-]